C(C1=CC=CC=C1)NC1COCC(C1[N+](=O)[O-])NCC1=CC=CC=C1 N3,N5-dibenzyl-4-nitro-tetrahydropyran-3,5-diamine